pyrazolo[1,5-a]azepine N1C=CC=2N1C=CC=CC2